CN(CCN(C=1C(=CC(=CC1)NC=1N=C(C2=C(N1)NC=C2)C2=CN(C1=CC=CC=C21)C)N(C)C)C)C N1-(2-(dimethylamino)ethyl)-N1,N2,N2-trimethyl-N4-(4-(1-methyl-1H-indol-3-yl)-7H-pyrrolo[2,3-d]pyrimidin-2-yl)benzene-1,2,4-triamine